4-((1S,4R,5R)-5-((5-cyclopropyl-3-(2,6-dichlorophenyl)isoxazol-4-yl)methoxy)-3-oxo-2-azabicyclo[2.2.1]heptan-2-yl)-2-fluorobenzoic acid C1(CC1)C1=C(C(=NO1)C1=C(C=CC=C1Cl)Cl)CO[C@H]1[C@@H]2C(N([C@H](C1)C2)C2=CC(=C(C(=O)O)C=C2)F)=O